C(N)(=O)C=1C=C(C=CC1F)NC(=O)[C@@H]1O[C@]([C@H]([C@H]1C1=C(C(=C(C=C1)F)F)OC)C)(C(F)(F)F)C (2R,3S,4S,5R)-N-(3-carbamoyl-4-fluoro-phenyl)-3-(3,4-difluoro-2-methoxy-phenyl)-4,5-dimethyl-5-(trifluoromethyl)tetrahydrofuran-2-carboxamide